4,8,12-trimethyltricosane CC(CCC)CCCC(CCCC(CCCCCCCCCCC)C)C